COC1=C(C=CC=C1)[C@@H](C)NC(=O)[C@H]1CN(CC[C@@H]1NC(=O)C1=NOC(=C1)C1=C(C=C(C=C1)F)F)CC1CC1 (3S,4S)-1-Cyclopropylmethyl-4-{[5-(2,4-difluoro-phenyl)-isoxazole-3-carbonyl]-amino}-piperidine-3-carboxylic acid [(R)-1-(2-methoxy-phenyl)-ethyl]-amide